(1R,3S,5S)-2-(2-(3-acetyl-5-(2-methylpyrimidin-5-yl)-1H-pyrazolo[3,4-c]pyridin-1-yl)acetyl)-N-(6-bromo-3-methylpyridin-2-yl)-5-fluoro-2-azabicyclo[3.1.0]hexane-3-carboxamide C(C)(=O)C1=NN(C2=CN=C(C=C21)C=2C=NC(=NC2)C)CC(=O)N2[C@@H]1C[C@@]1(C[C@H]2C(=O)NC2=NC(=CC=C2C)Br)F